4-Amino-1-(3-amino-4-methylphenyl)-2-oxo-7-(trifluoromethyl)-1,2-dihydroquinoline-3-carboxylic acid methyl ester COC(=O)C=1C(N(C2=CC(=CC=C2C1N)C(F)(F)F)C1=CC(=C(C=C1)C)N)=O